tert-butyl (1R,3S,5S)-3-[(6-bromo-3-methylpyridin-2-yl)carbamoyl]-5-{[(tert-butyldimethylsilyl)oxy]methyl}-2-azabicyclo[3.1.0]hexane-2-carboxylate BrC1=CC=C(C(=N1)NC(=O)[C@H]1N([C@@H]2C[C@@]2(C1)CO[Si](C)(C)C(C)(C)C)C(=O)OC(C)(C)C)C